COCOCC1=C(C=O)C=C(C=C1)C(F)(F)F 2-((Methoxymethoxy)methyl)-5-(trifluoromethyl)benzaldehyde